tert-butyl methyl(3-(3-neopentyl-4-oxo-3,4-dihydroquinazolin-2-yl)propyl)carbamate CN(C(OC(C)(C)C)=O)CCCC1=NC2=CC=CC=C2C(N1CC(C)(C)C)=O